1-(3,5-Dimethoxy-6-methylpyridin-2-yl)piperazine COC=1C(=NC(=C(C1)OC)C)N1CCNCC1